CC=1C=CC(=C(C1)B(O)O)OCC=C [5-METHYL-2-(PROP-2-EN-1-YLOXY)PHENYL]BORANEDIOL